CS(=O)(=O)CC(=O)C1=CC=C(C=C1)C 2-methanesulfonyl-1-(4-methylphenyl)ethanone